C1(CC1)C1=NNC(=C1)C1CC2(CN(C2)C(=O)N2CC3(C2)CN(C3)CC3=NC(=NO3)C(F)(F)F)C1 [6-(3-cyclopropyl-1H-pyrazol-5-yl)-2-azaspiro[3.3]heptan-2-yl]-[6-[[3-(trifluoromethyl)-1,2,4-oxadiazol-5-yl]methyl]-2,6-diazaspiro[3.3]heptan-2-yl]methanone